C(CCCCC)OC(=O)NCCOC(C(=C)C)=O 2-[(Hexyloxycarbonyl)-amino]-ethylmethacrylat